(3-bromo-2-methylphenyl)-7-chlorobenzo[d]oxazole-5-carboxylic acid methyl ester COC(=O)C=1C=C(C2=C(N=C(O2)C2=C(C(=CC=C2)Br)C)C1)Cl